ClC1=[N+](C(=C(C(=C1C1=NOC(=N1)C1=CC(=C(C(=C1)[N+](=O)[O-])O)O)C)Cl)C)[O-] 2,5-Dichloro-3-(5-(3,4-dihydroxy-5-nitrophenyl)-1,2,4-oxadiazol-3-yl)-4,6-dimethylpyridine 1-oxide